2-(1-(acetyl-L-leucyl)-1H-pyrazol-4-yl)-N-(3-(3,6-difluoropyridin-2-yl)-1-((1r,4r)-4-ethoxycyclohexyl)-1H-pyrazol-4-yl)thiazole-4-carboxamide C(C)(=O)N[C@@H](CC(C)C)C(=O)N1N=CC(=C1)C=1SC=C(N1)C(=O)NC=1C(=NN(C1)C1CCC(CC1)OCC)C1=NC(=CC=C1F)F